(Z)-6-(2-(2-chlorophenyl)-4-(2-hydroxyphenyl)-1,3-dioxan-5-yl)hex-4-enoic acid ClC1=C(C=CC=C1)C1OCC(C(O1)C1=C(C=CC=C1)O)C\C=C/CCC(=O)O